COC(C)C=1C2=CC=CC=C2C=C2C=CC=CC12 9-(1-methoxyethyl)anthracene